neopentyl glycol bis(2-ethylpentanoate) C(C)C(C(=O)OCC(C)(COC(C(CCC)CC)=O)C)CCC